(Z)-3-[1-[3-(1-adamantyl)-4-methoxy-phenyl]-3,4-dihydro-2H-quinolin-6-yl]-2-(2-thienyl)prop-2-enal C12(CC3CC(CC(C1)C3)C2)C=2C=C(C=CC2OC)N2CCCC3=CC(=CC=C23)\C=C(\C=O)/C=2SC=CC2